3-(3,4-dihydroquinolin-1(2H)-yl)-1-methyl-4-(trifluoromethyl)-N-(2-(trifluoromethyl)pyridin-4-yl)-1H-pyrazole-5-carboxamide N1(CCCC2=CC=CC=C12)C1=NN(C(=C1C(F)(F)F)C(=O)NC1=CC(=NC=C1)C(F)(F)F)C